(1S,4S,5R)-benzyl 5-hydroxy-2-azabicyclo[2.2.1]heptane-2-carboxylate O[C@H]1[C@@H]2CN([C@H](C1)C2)C(=O)OCC2=CC=CC=C2